C1(CC1)OC1=NC(=NC=C1C(=O)NC1=C(C=CC=C1Cl)Cl)NC=1C=NN(C1)CC1(CCN(CC1)C)F 4-cyclopropoxy-N-(2,6-dichlorophenyl)-2-({1-[(4-fluoro-1-methylpiperidin-4-yl)methyl]-1H-pyrazol-4-yl}amino)pyrimidine-5-carboxamide